(S)-1-(cyclopropylmethyl)-N-(3-(1-((2-ethyl-2H-pyrazolo[3,4-b]pyrazin-6-yl)amino)ethyl)phenyl)-1H-pyrazole-4-carboxamide C1(CC1)CN1N=CC(=C1)C(=O)NC1=CC(=CC=C1)[C@H](C)NC=1C=NC=2C(N1)=NN(C2)CC